C(C)C1=C(NC2=CC=C(C=C12)C1CCNCC1)C1=CN=C2N1N=CC(=C2)C 3-(3-ethyl-5-(piperidin-4-yl)-1H-indol-2-yl)-7-methylimidazo[1,2-b]pyridazine